FC1(CCN(CC1)C(=O)C=1C=C2C(=NC1)N(C=C2)C2=CC=CC(=N2)C(=O)NCC)F 6-(5-(4,4-difluoropiperidine-1-carbonyl)-1H-pyrrolo[2,3-b]pyridin-1-yl)-N-ethylpyridinecarboxamide